chlorine (dimethyl)phosphine CPC.[Cl]